(3aS,4R,6aR)-4-(4-dihydroxyboryl-butyl)-1-(ethoxycarbonyl)octahydropyrrolo[3,4-b]pyrrole-4-carboxylic acid hydrochloride Cl.OB(CCCC[C@]1(NC[C@@H]2N(CC[C@@H]21)C(=O)OCC)C(=O)O)O